O1CCC(=CC1)C1=CC(=NC=N1)OC1CNCC1 3-((6-(3,6-dihydro-2H-pyran-4-yl)pyrimidin-4-yl)oxy)pyrrolidin